2-(4-chloro-3-fluorophenoxy)-N-(4-{[5-(trifluoromethyl)pyrazin-2-yl]amino}bicyclo[2.2.2]oct-1-yl)acetamide ClC1=C(C=C(OCC(=O)NC23CCC(CC2)(CC3)NC3=NC=C(N=C3)C(F)(F)F)C=C1)F